(Z)-2-oxo-indole O=C1N=C2C=CC=CC2=C1